6-Chloro-4-((5,7-dimethyl-4-oxo-4,5-dihydrothieno[3,2-c]pyridin-3-yl)amino)-N-methylnicotinamide ClC1=NC=C(C(=O)NC)C(=C1)NC1=CSC2=C1C(N(C=C2C)C)=O